FCCN1N=CC(=C1)C1=NC(=NC(=C1)N1CC(C1)NC)N 4-(1-(2-fluoroethyl)-1H-pyrazol-4-yl)-6-(3-(methylamino)azetidin-1-yl)pyrimidin-2-amine